C=1N=C(N2C1C=NC=C2)[C@H]2CN(CCC2)C(=O)OCC2=CC=CC=C2 (R)-benzyl 3-(imidazo[1,5-a]pyrazin-3-yl)piperidine-1-carboxylate